FC1=C(C=C(C(=C1)OC)CN1C=CC2=CC=CC=C12)N1C(NC=2C(C1=O)=C(SC2)C(=O)O)=O 3-[2-fluoro-5-(indol-1-ylmethyl)-4-methoxyphenyl]-2,4-dioxo-1H-thieno[3,4-d]pyrimidine-5-carboxylic acid